(2R*,5'S*)-N-(2,4-dichlorobenzyl)-5'-fluoro-6',7'-dihydro-5'H-spiro[aziridine-2,8'-quinoline]-5'-carboxamide ClC1=C(CNC(=O)[C@]2(C=3C=CC=NC3[C@]3(CC2)NC3)F)C=CC(=C1)Cl |o1:7,14|